2,2'-((3-fluorophenyl)methylene)bis(3-hydroxy-5,5-dimethylcyclohex-2-en-1-one) FC=1C=C(C=CC1)C(C=1C(CC(CC1O)(C)C)=O)C=1C(CC(CC1O)(C)C)=O